[K].[Zn] zinc potassium